[Cl-].C(C(=C)C)(=O)OCC[N+](C)(C)C.[Na] sodium [2-(methacryloyloxy)ethyl]trimethylammonium chloride